3,5-dichlorophenyl isocyanate ClC=1C=C(C=C(C1)Cl)N=C=O